[(Z)-[amino(p-tolyl)methylene]amino] 3,3-difluorocyclopentanecarboxylate FC1(CC(CC1)C(=O)O\N=C(\C1=CC=C(C=C1)C)/N)F